1,8-dimethyl-5-[[(1R)-1-[3-(1,1-difluoro-2-hydroxy-ethyl)-2-fluoro-phenyl]ethyl]amino]spiro[pyrrolo[3,2-g]phthalazine-3,4'-tetrahydropyran]-2-one CN1C(C2(CCOCC2)C=2C=C3C(=NN=C(C3=CC21)C)N[C@H](C)C2=C(C(=CC=C2)C(CO)(F)F)F)=O